C(C)(C)(C)OC(=O)N1C[C@H](OC[C@@](C1)(C)O)CO.FC=1C2=C(SC1)OCCO2 4-fluoroethylenedioxythiophene tert-butyl-(2S,6S)-6-hydroxy-2-(hydroxymethyl)-6-methyl-1,4-oxazepane-4-carboxylate